C(C)(C)(C)OC(=O)NC1=C(C=C(C=C1)C1=CC=C(C=C1)F)NC(=O)C1=CC=C(C=C1)S(=NC(OC(C)(C)C)=O)(=O)C1CC1 tert-butyl N-[[4-[[2-(tert-butoxycarbonylamino)-5-(4-fluorophenyl)phenyl]carbamoyl]phenyl]-cyclopropyl-oxo-sulfanylidene]carbamate